C(C)C1(CN(CCC1=O)C(=O)OC(C)(C)C)C(=O)[O-] 1-(tert-butyl) 3-ethyl-4-oxopiperidine-1,3-dicarboxylate